P(=O)(OC(=O)C1=CC=C(C=C1)C)([O-])[O-] p-toluoyl phosphate